4-Biphenyl-3-yl-6-(4-bromophenyl)-2-(4-fluorophenyl)-pyrimidine C1(=CC(=CC=C1)C1=NC(=NC(=C1)C1=CC=C(C=C1)Br)C1=CC=C(C=C1)F)C1=CC=CC=C1